IC1=CN(C=2N=C(N(C(C21)=O)C)N2[C@H]1[C@@H](C[C@@H]2CC1)N(C(OC(C)(C)C)=O)C)COCC[Si](C)(C)C tert-butyl ((1R,2R,4S)-7-(5-iodo-3-methyl-4-oxo-7-((2-(trimethylsilyl)ethoxy)methyl)-4,7-dihydro-3H-pyrrolo[2,3-d]pyrimidin-2-yl)-7-azabicyclo[2.2.1]heptan-2-yl)(methyl)carbamate